C(#N)C=1C(=CC(=NC1)NC(=O)N1CCCC2=CC(=C(N=C12)C=O)CN1C(CN(CC1)C)=O)N1CCC(CC1)(C)S N-(5-cyano-4-(4-mercapto-4-methylpiperidin-1-yl)pyridin-2-yl)-7-formyl-6-((4-methyl-2-oxopiperazin-1-yl)methyl)-3,4-dihydro-1,8-naphthyridine-1(2H)-carboxamide